(2-((1-cyclopropyl-1H-pyrazol-4-yl)amino)-5-methylpyrimidin-4-yl)-2-fluorobenzoic acid methyl ester COC(C1=C(C(=CC=C1)C1=NC(=NC=C1C)NC=1C=NN(C1)C1CC1)F)=O